6-chloro-4-(chloromethyl)-3-(2-fluoro-3-((N-methylsulfamoyl) amino) benzyl)-2-oxo-2H-chromen-7-yl dimethylcarbamate CN(C(OC1=C(C=C2C(=C(C(OC2=C1)=O)CC1=C(C(=CC=C1)NS(NC)(=O)=O)F)CCl)Cl)=O)C